FC=1C(=CC(=NC1)N1N=C(C(=C1C)C(=O)N)C)OC1CN(C1)C(=O)N1N=CCC1C1=CC(=CC(=C1)C)F 1-(5-fluoro-4-((1-(5-(3-fluoro-5-methylphenyl)-4,5-dihydro-1H-pyrazole-1-carbonyl)azetidin-3-yl)oxy)pyridin-2-yl)-3,5-dimethyl-1H-pyrazole-4-carboxamide